N-[(1S)-1-[[(1S)-1-(1H-benzimidazol-2-yl)ethyl]carbamoyl]-3-[(2R)-2-methylpyrrolidin-1-yl]-3-oxo-propyl]-4,4-dimethyl-pentanamide N1C(=NC2=C1C=CC=C2)[C@H](C)NC(=O)[C@H](CC(=O)N2[C@@H](CCC2)C)NC(CCC(C)(C)C)=O